2-chloro-4-hydroxy-5,6-dimethoxynicotinoyl chloride ClC1=C(C(=O)Cl)C(=C(C(=N1)OC)OC)O